C(C=1CC=CCC1)=O 2,5-dihydrobenzaldehyde